CN1C(=NN=C1)SC(C)C=1C=C(C=CC1)N1N=NC(=C1)C1=CC=C(C(=O)OC)C=C1 methyl 4-(1-(3-(1-(4-methyl-4H-1,2,4-triazol-3-ylthio)ethyl)phenyl)-1H-1,2,3-triazol-4-yl)benzoate